C(#N)C1=CC(=C(COC2=CC=CC(=N2)C2=C(C(=C(C(=C2)F)CC(=O)O)F)F)C=C1)F 2-(4-(6-((4-cyano-2-fluorobenzyl)oxy)pyridin-2-yl)-2,3,6-trifluorophenyl)acetic acid